CC1CCC=2C(CCC(=CC12)C(C)C)C 1,4-dimethyl-7-propan-2-yl-1,2,3,4,5,6-hexahydroazulene